2-(methylsulfonyl)-4,7-dioxo-3,4,5,6,7,8-hexahydropyrido[2,3-d]pyrimidine-5-carboxylic acid methyl ester COC(=O)C1CC(NC=2N=C(NC(C21)=O)S(=O)(=O)C)=O